NC(C(=O)N1CC2(CC1)CN(CC2)C2=NC=NC=C2OC2=C(C=C(C=C2)F)C2=CC=NN2C(C)C)C2CCCCC2 2-amino-2-cyclohexyl-1-(7-(5-(4-fluoro-2-(1-isopropyl-1H-pyrazol-5-yl)phenoxy)pyrimidin-4-yl)-2,7-diazaspiro[4.4]non-2-yl)ethanone